N,N'-di-tert-butoxycarbonyl-N'-(2-hydroxy-5-carboxyphenyl)guanidine C(C)(C)(C)OC(=O)NC(=N)N(C1=C(C=CC(=C1)C(=O)O)O)C(=O)OC(C)(C)C